tert-Butyl (3R)-3-(1-((tert-butyldimethylsilyl)oxy)-3-((methylsulfonyl)oxy)propyl)piperidine-1-carboxylate [Si](C)(C)(C(C)(C)C)OC(CCOS(=O)(=O)C)[C@H]1CN(CCC1)C(=O)OC(C)(C)C